CO[Si](OC(C)C)(OC)OC tri(methoxy)-isopropoxysilane